IC1=NN(C2=CC=C(C=C12)OC[C@H]1CN(CC1)C(=O)OC(C)(C)C)C (R)-tert-butyl 3-(((3-iodo-1-methyl-1H-indazol-5-yl)oxy)methyl)pyrrolidine-1-carboxylate